CC12OCCC(C1)(C2)C(=O)N2CC1(CN(C1)S(=O)(=O)C=1C(=NC(=CC1)C(F)(F)F)C)C2 (1-methyl-2-oxabicyclo[3.1.1]heptan-5-yl)-[2-[[2-methyl-6-(trifluoromethyl)-3-pyridyl]sulfonyl]-2,6-diazaspiro[3.3]heptan-6-yl]methanone